OC1CN(C2(C3=CC=CC=C13)CCCCC2)CC=2N=NN(C2)C=2C=C(C#N)C=CC2 3-(4-((4'-hydroxy-3',4'-dihydro-2'H-spiro[cyclohexane-1,1'-isoquinolin]-2'-yl)methyl)-1H-1,2,3-triazol-1-yl)benzonitrile